(1S,2S)-1-(2-cyanophenyl)-1-(1-(difluoromethyl)-1H-pyrazol-4-yl)propan C(#N)C1=C(C=CC=C1)[C@H](CC)C=1C=NN(C1)C(F)F